ClC1=C(C(=CC=C1)Cl)[N+](=O)[O-] 2,6-dichloro-1-nitrobenzene